ClC1=C(C=C(OC2=CC(=C(C=C2C)N=C(C2=CC=CC=C2)N(C)CC)C)C=C1)C(F)(F)F N'-[4-[4-chloro-3-(trifluoromethyl)phenoxy]-2,5-dimethylphenyl]-N-ethyl-N-methylbenzamidine